(S)-2-(2-(diphenylphosphono)phenyl)-4-phenyl-4,5-dihydro-oxazole C1(=CC=CC=C1)OP(=O)(OC1=CC=CC=C1)C1=C(C=CC=C1)C=1OC[C@@H](N1)C1=CC=CC=C1